CC1=CC=CC2=C1COC21CCN(CC1)C=1OC2(C(N1)=O)CC1=CC=CC=C1C2 2'-(4-methyl-1'H,3H-spiro[2-benzofuran-1,4'-piperidin]-1'-yl)-1,3-dihydro-4'H-spiro[indene-2,5'-[1,3]oxazol]-4'-one